2-((4-(hydroxymethyl)-pyridin-2-yl)amino)-benzo[d]thiazole-6-carbonitrile OCC1=CC(=NC=C1)NC=1SC2=C(N1)C=CC(=C2)C#N